C1(CC1)CN1C=NC(=C1)S(=O)(=O)NC=1C=CC(=C2C=CC=NC12)N1CCOCC1 1-(cyclopropylmeth-yl)-N-(5-morpholino-quinolin-8-yl)-1H-imidazole-4-sulfonamide